2-(3-chloro-2-methyl-5-nitrophenyl)acetonitrile ClC=1C(=C(C=C(C1)[N+](=O)[O-])CC#N)C